Cl.Cl.C(C)C=1C=CC(=NC1)C1=NC2=C(N1)C=CC(=C2)C(=N)N 2-(5-ethylpyridin-2-yl)-1H-benzo[d]imidazole-5-carboxamidine dihydrochloride